5-amino-7-chloro-2,3-dihydrobenzofuran-4-carbonitrile NC1=CC(=C2C(CCO2)=C1C#N)Cl